2,5-diphosphonoterephthalic acid P(=O)(O)(O)C1=C(C(=O)O)C=C(C(=C1)C(=O)O)P(=O)(O)O